methyl 2-methoxy-2-(3,3',4'-trifluoro-[1,1'-biphenyl]-4-yl)acetate COC(C(=O)OC)C1=C(C=C(C=C1)C1=CC(=C(C=C1)F)F)F